CSC1=NC=C(C(=N1)NC1CNCCC1)/C=C(\C(=O)OC)/OC1=C(C=CC=C1)[N+](=O)[O-] methyl (E)-3-[2-methylsulfanyl-4-(3-piperidylamino) pyrimidin-5-yl]-2-(2-nitrophenoxy)prop-2-enoate